2-(3,4,5-triethoxyphenyl)ethanamine C(C)OC=1C=C(C=C(C1OCC)OCC)CCN